3-(2-ethoxypyridin-3-yl)-6-[(2R)-2-ethylpiperazin-1-yl]-2-fluorobenzoic acid dihydrochloride Cl.Cl.C(C)OC1=NC=CC=C1C=1C(=C(C(=O)O)C(=CC1)N1[C@@H](CNCC1)CC)F